C(C)(C)(C)C=1C=C(C=CC1)[C@H]1CC2(CN(C2)C(=O)C2CC(C2)(O)CC)CC1 |r| (rac)-(6-(3-(tert-Butyl)phenyl)-2-azaspiro[3.4]octan-2-yl)((1r,3s)-3-ethyl-3-hydroxycyclobutyl)methanon